4-(1H-indol-4-yl)-3-isopropylbenzaldehyde N1C=CC2=C(C=CC=C12)C1=C(C=C(C=O)C=C1)C(C)C